(S)-1-methyl-5-(2-oxo-2-((1,1,1-trifluoropropan-2-yl)amino)acetyl)-1H-pyrrole-3-carboxylic acid methyl ester COC(=O)C1=CN(C(=C1)C(C(N[C@H](C(F)(F)F)C)=O)=O)C